11-(4-chloro-2,6-dimethylphenyl)-12-hydroxy-1,4-dioxa-9-aza-dispiro[4.2.4.2]-tetradec-11-en-10-one ClC1=CC(=C(C(=C1)C)C=1C(NC2(CCC3(OCCO3)CC2)C1O)=O)C